N-(4-Chloro-3-(N,N-diethylsulfamoyl)phenyl)-3-(4-fluorophenyl)quinoline-7-carboxamide ClC1=C(C=C(C=C1)NC(=O)C1=CC=C2C=C(C=NC2=C1)C1=CC=C(C=C1)F)S(N(CC)CC)(=O)=O